8-naphthalenide C1=CC=CC2=CC=C[C-]=C12